O1CC(CC1)NC=1N=CC2=C(N1)N=CC=C2 2-((tetrahydrofuran-3-yl)amino)pyrido[2,3-d]pyrimidin